FC1=C(C=CC(=C1C)F)C(C)(C)NC(=O)[C@@H]1CN[C@@H](CO1)CO (2S,5R)-N-(2-(2,4-difluoro-3-methylphenyl)propan-2-yl)-5-(hydroxymethyl)morpholine-2-carboxamide